2-(1-(3-chloro-4-fluorophenyl)-2-(4-fluorophenyl)ethyl)-4-(methylsulfonyl)-1H-imidazole ClC=1C=C(C=CC1F)C(CC1=CC=C(C=C1)F)C=1NC=C(N1)S(=O)(=O)C